ClC=1C=CC=2C(=C3N(C2C1C=1C(=NN(C1C)C)C)CCCN(C3=O)C=3C=C(C=1C=NN(C1C3)C(C)C)C(=O)O)CCCOC3=CC(=C(C(=C3)C)Cl)C 6-[8-Chloro-11-[3-(4-chloro-3,5-dimethyl-phenoxy)propyl]-1-oxo-7-(1,3,5-trimethylpyrazol-4-yl)-4,5-dihydro-3H-[1,4]diazepino[1,2-a]indol-2-yl]-1-isopropyl-indazole-4-carboxylic Acid